NC=1C=C2C=3C=CN=CC3NC2=CC1 6-amino-β-carboline